5-(methoxymethyl)oxazol COCC1=CN=CO1